CC1(CCCCC1)C(C1=CC=CC=C1)C(C#N)C#N ((1-methylcyclohexyl)(phenyl)methyl)malononitrile